BrC=1C=C(C=CC1)C[C@H](C(=O)O)C1CN(CC1(F)F)C(=O)OC(C)(C)C (2S)-3-(3-bromophenyl)-2-(1-tert-butoxycarbonyl-4,4-difluoro-pyrrolidin-3-yl)propanoic acid